[N+](=O)([O-])C1=CC=C(C2=NON=C21)OC2=CC=NC=C2 4-nitro-7-(pyridine-4-yloxy)benzo[c][1,2,5]oxadiazole